NC1=NC(=C(C=C1C=1C=C2CCNC(C2=CC1F)=O)C1=CC=C(C=C1)N1CCN(CC1)CC(F)F)F 6-(2-amino-5-(4-(4-(2,2-difluoroethyl)piperazin-1-yl)phenyl)-6-fluoropyridin-3-yl)-7-fluoro-3,4-dihydroisoquinolin-1(2H)-one